2-(((2S,3R,4R)-1-acetyl-6-fluoro-2,3-dimethyl-1,2,3,4-tetrahydroquinolin-4-yl)amino)nicotinonitrile C(C)(=O)N1[C@H]([C@@H]([C@H](C2=CC(=CC=C12)F)NC1=C(C#N)C=CC=N1)C)C